(((2-aminophenyl)imino)methyl)-4,6-di-tert-butylphenol NC1=C(C=CC=C1)N=CC1=C(C(=CC(=C1)C(C)(C)C)C(C)(C)C)O